CCCCCCC/C=C/C(=O)O (E)-2-decanoic acid